FC1=CC=C(C=C1)C=1C=C2C(=NC=NC2=C(C1)OCC1(CC1)C(=O)O)N[C@H](C)C=1C=NC(=NC1)C(F)(F)F (R)-1-(((6-(4-fluorophenyl)-4-((1-(2-(trifluoromethyl)pyrimidin-5-yl)ethyl)amino)quinazolin-8-yl)oxy)methyl)cyclopropane-1-carboxylic acid